CC1(N(CCC1)CCNC(C1=CN=C(C(=C1)NC1=NN(C2=NC(=NC=C21)NC2CCS(CC2)(=O)=O)C)C)=O)C N-(2-(2,2-dimethylpyrrolidin-1-yl)ethyl)-5-((6-((1,1-dioxidotetrahydro-2H-thiopyran-4-yl)amino)-1-methyl-1H-pyrazolo[3,4-d]pyrimidin-3-yl)amino)-6-methylnicotinamide